C[Si](CCOCOCC=1N=CSC1)(C)C 4-(((2-(trimethylsilyl)ethoxy)methoxy)methyl)thiazole